methyl 8-iodo-2-methyl-1,2,3,4-tetrahydroisoquinoline-6-carboxylate IC=1C=C(C=C2CCN(CC12)C)C(=O)OC